5-((5-(6-phenyl-5,6-dihydrocyclopenta[c]pyrazol-2(4H)-yl)pyridin-3-yl)ethynyl)pyrazine-2-ol C1(=CC=CC=C1)C1CCC=2C1=NN(C2)C=2C=C(C=NC2)C#CC=2N=CC(=NC2)O